BrC(CCCCCCCCC)Br Di-bromodecane